N,2-bis(2,6-dimethylphenyl)-2-oxoacetamide CC1=C(C(=CC=C1)C)NC(C(=O)C1=C(C=CC=C1C)C)=O